The molecule is a steroid acid ester, a methyl ester, an oxaspiro compound, a gamma-lactone, an organic heteropentacyclic compound, a 3-oxo-Delta(4) steroid and an epoxy steroid. It has a role as an aldosterone antagonist and an antihypertensive agent. It derives from a hydride of a pregnane. C[C@]12CCC(=O)C=C1C[C@H]([C@@H]3[C@]24[C@H](O4)C[C@]5([C@H]3CC[C@@]56CCC(=O)O6)C)C(=O)OC